4-(methoxy(phenyl)methyl)-6-methyl-2-(1-methyl-1H-pyrazol-4-yl)-1-toluenesulfonyl-1,6-dihydro-7H-pyrrolo[2,3-c]pyridin-7-one COC(C=1C2=C(C(N(C1)C)=O)N(C(=C2)C=2C=NN(C2)C)S(=O)(=O)CC2=CC=CC=C2)C2=CC=CC=C2